(2S)-1-{[(5S)-3-oxo-2-{[2-(trifluoromethyl)-1,3-thiazol-4-yl]methyl}-2,3,5,6,7,8-hexahydro[1,2,4]triazolo[4,3-a]pyridin-5-yl]carbonyl}pyrrolidine-2-carbonitrile O=C1N(N=C2N1[C@@H](CCC2)C(=O)N2[C@@H](CCC2)C#N)CC=2N=C(SC2)C(F)(F)F